FC=1C=C(C=NC1)C=1C=C(C=CC1C)NC(=O)N1C2CCCC1(C2)C=2OC(=NN2)C N-[3-(5-fluoro-3-pyridyl)-4-methyl-phenyl]-1-(5-methyl-1,3,4-oxadiazol-2-yl)-6-azabicyclo[3.1.1]heptane-6-carboxamide